N,N-dibenzyl-5-bromo-4'-chloro-1-methyl-2'-(methylthio)-5',8'-dihydrospiro[isochromane-4,7'-pyrano[4,3-d]pyrimidin]-6-amine C(C1=CC=CC=C1)N(C=1C(=C2C(=CC1)C(OCC21CC=2N=C(N=C(C2CO1)Cl)SC)C)Br)CC1=CC=CC=C1